N-(3-aminopropyl)-3-(6-(4-methylpiperazin-1-yl)-1H-benzo[d]imidazol-2-yl)-1H-indazole-5-carboxamide NCCCNC(=O)C=1C=C2C(=NNC2=CC1)C1=NC2=C(N1)C=C(C=C2)N2CCN(CC2)C